[N+](#[C-])C1=C(C=CC=C1)C1=C(C=CC=C1)OC 2-isocyano-2'-methoxy-1,1'-biphenyl